2-methyl-6-(trifluoromethyl)pyridine CC1=NC(=CC=C1)C(F)(F)F